BrC=1C=C(C(=C(C(=O)O)C1)O)S(=O)(=O)Cl 5-Bromo-3-(chlorosulfonyl)-2-hydroxybenzoic acid